6-Methyl-pyridine-2-carboxylic acid [3-(3-pyridin-3-yl-[1,2,4]oxadiazol-5-yl)-adamantan-1-yl]-amide N1=CC(=CC=C1)C1=NOC(=N1)C12CC3(CC(CC(C1)C3)C2)NC(=O)C2=NC(=CC=C2)C